[Si](C)(C)(C(C)(C)C)NS(=NC(NC1=C2C(=NC(=C1C)C(=O)[O-])CCC2)=O)(=O)C2=CN=C(S2)C(C)(C)O.[Na+] sodium 4-(3-(((tert-butyldimethylsilyl)amino)(2-(2-hydroxypropan-2-yl)thiazol-5-yl) (oxo)-λ6-sulfaneylidene)ureido)-3-methyl-6,7-dihydro-5H-cyclopenta[b]pyridine-2-carboxylate